C(C)OC(=O)C=1OC2=C(C1C)C=C(C=C2)S(N(CCC2=CC=CC=C2)CC2=CC=C(C=C2)C#N)(=O)=O 3-Methyl-5-(N-(4-cyanobenzyl)-N-phenethylsulfamoyl)benzofuran-2-carboxylic acid ethyl ester